[N+](=O)([O-])C1=C(C=C(C=C1)C(F)(F)F)CC(=O)O [2-nitro-5-(trifluoromethyl)phenyl]acetic acid